cyclobutyl-N-methyl-4,5,6,7-tetrahydrobenzothiophen-5-amine hydrochloride Cl.C1(CCC1)C=1SC2=C(C1)CC(CC2)NC